C(C)OC(CC)OC(C)OC(=O)C1C2C=CC(C1)C2=O 5-(1-(1-ethoxypropyloxy)ethoxycarbonyl)-7-oxo-bicyclo[2.2.1]Hept-2-ene